1-(6-methoxy-3-pyridinyl)ethanone COC1=CC=C(C=N1)C(C)=O